4-CYANOPYRIDINE-3-BORONIC ACID C(#N)C1=C(C=NC=C1)B(O)O